(4'-chlorophenyl)-4-hydroxypiperidine ClC1=CC=C(C=C1)N1CCC(CC1)O